(3-(naphthalene-1-yl)phenyl)boronic acid C1(=CC=CC2=CC=CC=C12)C=1C=C(C=CC1)B(O)O